CN(CCOC=1C=CC(=C(C(=O)N[C@H](C)C2=CC(=CC(=C2)C=2C=NN(C2)S(=O)(=O)C(F)(F)F)C=2C=NN(C2)C)C1)C)C (R)-5-(2-(dimethylamino)ethoxy)-2-methyl-N-(1-(3-(1-methyl-1H-pyrazol-4-yl)-5-(1-((trifluoromethyl)sulfonyl)-1H-pyrazol-4-yl)phenyl)ethyl)benzamide